FC=1C=C2C(=C(C=NC2=CC1)C(=O)N1CCN(CC1)S(=O)(=O)C)N1CCC(CC1)(C#N)C=1SC=CC1 1-(6-Fluoro-3-(4-(methylsulfonyl)piperazine-1-carbonyl)quinolin-4-yl)-4-(thiophen-2-yl)piperidine-4-carbonitrile